COC(=O)C1=NN(C2=CC=CC=C12)CC1=CC=C(C=C1)Cl (4-chlorobenzyl)-1H-indazole-3-carboxylic acid methyl ester